1,4,5-tri-O-acetyl-2,3,6-tri-O-methyl-glucitol C(C)(=O)OC[C@H](OC)[C@@H](OC)[C@H](OC(C)=O)[C@H](OC(C)=O)COC